((1R,6R,7aR)-7a-(((tert-butyldiphenylsilyl)oxy)methyl)-6-fluoro-3-oxohexahydro-1H-pyrrolizin-1-yl)boronic acid [Si](C1=CC=CC=C1)(C1=CC=CC=C1)(C(C)(C)C)OC[C@@]12C[C@H](CN2C(C[C@H]1B(O)O)=O)F